C(#N)C1=CC(=C(C=C1)NS(=O)(=O)C1=CNC(=C1)C1CCC1)F N-(4-cyano-2-fluoro-phenyl)-5-cyclobutyl-1H-pyrrole-3-sulfonamide